4-(2-chlorobenzyl)-1-(morpholinomethyl)-[1,2,4]triazolo[4,3-a]quinazolin-5(4H)-one ClC1=C(CN2C=3N(C4=CC=CC=C4C2=O)C(=NN3)CN3CCOCC3)C=CC=C1